imidoformamide C(N)=N